9-(2-carboxyphenyl)-3-[(2-methylphenyl)amino]-6-[(2-methyl-4-sulfophenyl)amino]Xanthylium monosodium [Na+].C(=O)(O)C1=C(C=CC=C1)C=1C2=CC=C(C=C2[O+]=C2C=C(C=CC12)NC1=C(C=CC=C1)C)NC1=C(C=C(C=C1)S(=O)(=O)O)C